8,8,10,10-tetramethyl-1,5-dioxaspiro[5.5]undecane-3-carbaldehyde CC1(CC2(OCC(CO2)C=O)CC(C1)(C)C)C